(2-ethylmalonate) platinum (II) [Pt+2].C(C)C(C(=O)[O-])C(=O)[O-]